(R)-1'-(2-(5-Amino-3-(2-methoxyphenyl)-1H-pyrazol-1-yl)acetyl)-6-chloro-5-fluorospiro[benzo[d][1,3]oxazine-4,3'-pyrrolidin]-2(1H)-one NC1=CC(=NN1CC(=O)N1C[C@@]2(CC1)C1=C(NC(O2)=O)C=CC(=C1F)Cl)C1=C(C=CC=C1)OC